adamantane-1-carboxylic acid-9-bromononyl ester BrCCCCCCCCCOC(=O)C12CC3CC(CC(C1)C3)C2